3-[(5-amino-3-methyl-1H-pyrazol-1-yl)methyl]-1-({3,4-difluoro-2-[(2-fluoro-4-iodophenyl)amino]phenyl}carbonyl)azetidin-3-ol acetate salt C(C)(=O)O.NC1=CC(=NN1CC1(CN(C1)C(=O)C1=C(C(=C(C=C1)F)F)NC1=C(C=C(C=C1)I)F)O)C